ClC1=CC(=CC(=N1)C(C)N)N1[C@@H](CCC1)C 1-(6-chloro-4-((R)-2-methylpyrrolidin-1-yl)pyridin-2-yl)ethan-1-amine